i-butyl isostearate C(CCCCCCCCCCCCCCC(C)C)(=O)OCC(C)C